1-(2,3-dichlorophenyl)thiourea ClC1=C(C=CC=C1Cl)NC(=S)N